BrC1=C(C=C2C=CC=NC2=C1)OCOC 7-bromo-6-(methoxymethyloxy)quinoline